dibromo-1-(2H3)methyl-1H-1,2,4-triazole BrC1=NC(=NN1C([2H])([2H])[2H])Br